CN1C=2C(C=CC1=O)=NN(C2)CC#N 4-methyl-5-oxo-4,5-dihydro-2H-pyrazolo[4,3-b]Pyridin-2-ylAcetonitrile